C1(CC1)C1=CC(=NC=2N1N=C(C2)C2=C(C=C(C=C2)N2CCC(CC2)C(=O)O)F)C(=O)N2[C@@H](C1=CC=CC=C1CC2)C 1-(4-{7-Cyclopropyl-5-[(1R)-1-methyl-1,2,3,4-tetrahydroisoquinoline-2-carbonyl]-pyrazolo[1,5-a]pyrimidin-2-yl}-3-fluorophenyl)piperidine-4-carboxylic acid